ClC=1C=CC(=C(C1)C1=NN(C=C1NC(=O)C=1C=NN2C1N=CC=C2)CC(=O)N(C)C2CCCC2)OC N-(3-(5-chloro-2-methoxyphenyl)-1-(2-(cyclopentyl(methyl)amino)-2-oxoethyl)-1H-pyrazol-4-yl)pyrazolo[1,5-a]pyrimidine-3-carboxamide